4-cyano-N-[(1S,2S,3S,5R)-2,6,6-trimethylnorborn-3-yl]-1H-pyrrolo[2,3-b]pyridine-2-carboxamide C(#N)C1=C2C(=NC=C1)NC(=C2)C(=O)N[C@@H]2[C@H]([C@H]1C(CC2C1)(C)C)C